[Cl-].N(=[N+]=[N-])CC[NH+](C)C 2-azidoethyl-N,N-dimethylammonium chloride